C(C)(=O)OC1C(CCCC1)C(C)(C)C 2-tert.butylcyclohexyl acetate